ClC1=C(CBr)C=C(C(=C1)F)[N+](=O)[O-] 2-chloro-4-fluoro-5-nitrobromotoluene